CC1=CC=C(C(=N1)C(=O)O)N1N=NC(=C1)C 6-methyl-3-(4-methyl-1H-1,2,3-triazol-1-yl)pyridine-2-carboxylic acid